BrCC1=CC(=CC(=C1)C(C)(C)C)C(C)(C)C 1-(bromomethyl)-3,5-di-tert-butylbenzene